COC(NC1=NC=CC(=C1)C=1C=NC(=C(C1)OC)OC[C@@](CC(C)C)(C)N)=O (S)-(6-((2-amino-2,4-dimethylpentyl)oxy)-5-methoxy-[3,4'-bipyridin]-2'-yl)carbamic acid methyl ester